4-(N,N-dipropylsulfamoyl)-N-methylbenzamide C(CC)N(S(=O)(=O)C1=CC=C(C(=O)NC)C=C1)CCC